N-(2-{3a-methoxy-octahydropyrrolo[3,4-b]pyrrol-5-yl}-5,6,7,8-tetrahydroquinolin-6-yl)-3-amino-5-fluoro-6-methylthieno[2,3-b]pyridine-2-carboxamide COC12C(NCC1)CN(C2)C2=NC=1CCC(CC1C=C2)NC(=O)C2=C(C=1C(=NC(=C(C1)F)C)S2)N